FC1=C(C=C(C(=C1)C)F)CC=1C=2N(C=C(N1)C(N)=N)C(=CN2)F 8-[(2,5-difluoro-4-methylphenyl)methyl]-3-fluoroimidazo[1,2-a]pyrazine-6-carboximidamide